C12(CC3CC(CC(C1)C3)C2)C=2C=C(C=C(C2OCOC)C2=C(C=CC=C2)Br)[Si](C)(C)CC(CC(C)(C)C)C (5-(1-adamantyl)-2'-bromo-6-(methoxymethoxy)-[1,1'-biphenyl]-3-yl)(2,4,4-trimethylpentyl)dimethylsilane